PYRIDIN-2(3H)-ON N=1C(CC=CC1)=O